C(CC)OCCCN1C=[N+](C=C1)CCCOCCC 1,3-Bis(3-propoxypropyl)imidazolium